C(CC)(=O)OC1CC2C3C=CCC3C1C2 3a,4,5,6,7,7a-hexahydro-4,7-Methano-1H-inden-6-ol propanoate